BrC=1C(=CC(=NC1)C(=O)N(C)C)OC 5-bromo-4-methoxy-N,N-dimethyl-pyridine-2-carboxamide